methyl 2-benzyl-7-((tert-butyldiphenylsilyl)oxy)-2-azaspiro[4.5]decane-1-carboxylate C(C1=CC=CC=C1)N1C(C2(CC1)CC(CCC2)O[Si](C2=CC=CC=C2)(C2=CC=CC=C2)C(C)(C)C)C(=O)OC